C(CCCCCCC\C=C/CCCCCCCC)OCCCCN(CCCO)CCCCOCCCCCCCC\C=C/CCCCCCCC 3-(bis(4-(((Z)-octadec-9-en-1-yl)oxy)butyl)amino)propan-1-ol